Tert-butyl-{[(1r,4r)-4-ethoxycyclohexyl]oxy}dimethylsilane C(C)(C)(C)[Si](C)(C)OC1CCC(CC1)OCC